ClC=1C=C(OC2CCC(CC2)NC(=O)C=2N=NC(=CC2)N2CCC(CC2)CCN2CCC(CC2)N2C=CC3=C(C=CC=C23)N2C(NC(CC2)=O)=O)C=CC1C#N N-((1r,4r)-4-(3-chloro-4-cyanophenoxy)cyclohexyl)-6-(4-(2-(4-(4-(2,4-dioxotetrahydropyrimidin-1(2H)-yl)-1H-indol-1-yl)piperidin-1-yl)ethyl)piperidin-1-yl)pyridazine-3-carboxamide